Iridium Bipyridin N1=C(C=CC=C1)C1=NC=CC=C1.[Ir]